BrC=1C=C(OC2=C(N=NN2CC2=CC=C(C=C2)OC)C(=O)OCC)C=CC1 ethyl 5-(3-bromophenoxy)-1-(4-methoxybenzyl)-1H-1,2,3-triazole-4-carboxylate